6-(2-fluoro-4-(1-methyl-1H-pyrazol-3-yl)benzyl)-N-((1S,2S)-2-hydroxycyclohexyl)-5-oxo-5,6-dihydroimidazo[1,2-c]pyrimidine-8-carboxamide FC1=C(CN2C(N3C(C(=C2)C(=O)N[C@@H]2[C@H](CCCC2)O)=NC=C3)=O)C=CC(=C1)C1=NN(C=C1)C